FC([C@H]1N(C(OC1)=O)C=1N=C2N(CCOC3=C2C=2CCCC2C(=C3)N[C@H](C(=O)N)C)C1)F (S)-2-((2-((S)-4-(Difluoromethyl)-2-oxooxazolidin-3-yl)-5,6,11,12-tetrahydro-10H-imidazo[1,2-d]indeno[4,5-f][1,4]oxazepin-9-yl)amino)propanamide